BrC=1C(=NN(C1)CCF)[N+](=O)[O-] 4-bromo-1-(2-fluoroethyl)-3-nitro-pyrazole